BrC1=C(C=C(C=C1)[C@H](C(=O)N1CCN(CC1)C=1C2=C(N=CN1)[C@@H](C[C@H]2C)O)CNC2CCOCC2)F (S)-2-(4-bromo-3-fluorophenyl)-1-(4-((5R,7R)-7-hydroxy-5-methyl-6,7-dihydro-5H-cyclopenta[d]pyrimidin-4-yl)piperazin-1-yl)-3-(tetrahydro-2H-pyran-4-ylamino)propan-1-one